ClC1=CC=C2C(=N1)SC(=C2)C(=O)O 6-Chlorothieno[2,3-b]pyridine-2-carboxylic acid